C(#N)C1=C(SC2=C1C=CC=C2F)NC([O-])=O 3-cyano-7-fluoro-1-benzothiophen-2-ylcarbamate